NCCOCCOCCN1CCC(CC1)NC=1C=C2CN(C(C2=CC1)=O)C1C(NC(CC1)=O)=O 3-[5-[[1-[2-[2-(2-Aminoethoxy)ethoxy]ethyl]-4-piperidyl]amino]-1-oxo-isoindolin-2-yl]piperidine-2,6-dione